N-(4-bromo-3-(cyclopropylsulfonyl)phenyl)-1,3-dimethyl-1H-pyrazol-5-amine BrC1=C(C=C(C=C1)NC1=CC(=NN1C)C)S(=O)(=O)C1CC1